C1(CC1)C1=NC=NC(=C1N1C(N=C(C2=C1N=C(C(=C2)F)C2=C(C=CC=C2)F)N2[C@H](CN(CC2)C(C=C)=O)C)=O)C2CC2 1-(4,6-dicyclopropyl-5-pyrimidinyl)-6-fluoro-7-(2-fluorophenyl)-4-((2S)-2-methyl-4-(2-propenoyl)-1-piperazinyl)pyrido[2,3-d]pyrimidin-2(1H)-one